(6-(4-(2-(tetrahydro-2H-pyran-4-yl)phenyl)piperidin-1-yl)-2-azaspiro[3.4]oct-2-yl)methanone O1CCC(CC1)C1=C(C=CC=C1)C1CCN(CC1)C1CC2(CN(C2)C=O)CC1